N-(2-(2-iodoacetamido)ethyl)-6-((4R,5S)-5-methyl-2-oxoimidazolidin-4-yl)hexanamide ICC(=O)NCCNC(CCCCC[C@H]1NC(N[C@H]1C)=O)=O